N-{2-[(3S)-2,6-dioxopiperidin-3-yl]-1-oxo-3H-isoindol-5-yl}-3-methyl-1H-pyrrolo[2,3-b]pyridine-5-carboxamide O=C1NC(CC[C@@H]1N1C(C2=CC=C(C=C2C1)NC(=O)C=1C=C2C(=NC1)NC=C2C)=O)=O